1-(2,5-dimethylpyrrolidin-1-yl)pentan-1-one CC1N(C(CC1)C)C(CCCC)=O